C(#N)C1=C(C=C(C=C1)C=1N=C(OC1)C(=O)N1C2CC(CC1CC2)NC(OC(C)(C)C)=O)F tert-butyl (8-(4-(4-cyano-3-fluorophenyl)oxazole-2-carbonyl)-8-azabicyclo[3.2.1]octane-3-yl)carbamate